4-(3-(4-methoxyphenyl)-1,2,4-oxadiazol-5-yl)cyclohexane-1-carboxamide COC1=CC=C(C=C1)C1=NOC(=N1)C1CCC(CC1)C(=O)N